OC1=C(C(=CC(=C1)C)C)C1=NC2=NC(=CC=C2C(=C1)C#N)C1CN(CCC1)C 2-(2-hydroxy-4,6-dimethyl-phenyl)-7-[1-methyl-3-piperidyl]-1,8-naphthyridine-4-carbonitrile